FC1=C(C=C(C(=C1)C)B1OC(C(O1)(C)C)(C)C)C1=C(C(=O)N)C=C(N=C1)C1(CC1)C (2-fluoro-4-methyl-5-(4,4,5,5-tetramethyl-1,3,2-dioxaborolan-2-yl)phenyl)-6-(1-methylcyclopropyl)isonicotinamide